C(CC(C)C)C(CO)O isopentylethylene alcohol